4-(2-pyrimidinyl)phenol N1=C(N=CC=C1)C1=CC=C(C=C1)O